C(=O)C=1C=CC2=C(O[C@H](CO2)COC2=CC=C(C=C2)[C@H](CC(=O)OC)C#CC)C1 methyl (S)-3-(4-(((S)-7-formyl-2,3-dihydrobenzo[b][1,4]dioxin-2-yl) methoxy) phenyl)-4-hexynoate